FC=1C(=CC2=C(C(=CO2)C2C(NC(CC2)=O)=O)C1)C1=CN=C(N1)CC1=CC=C(C=C1)OC 3-[5-fluoro-6-[2-[(4-methoxyphenyl)methyl]-1H-imidazol-5-yl]benzofuran-3-yl]piperidine-2,6-dione